tert-butyl N-[(3S)-5,5,7-trifluoro-2-oxo-8-[5-(1,2,2,2-tetrafluoro-1-methoxy-ethyl)-1,3,4-oxadiazol-2-yl]-1-[[4-(trifluoromethoxy)phenyl]methyl]-3,4-dihydro-1-benzazepin-3-yl]carbamate FC1(C[C@@H](C(N(C2=C1C=C(C(=C2)C=2OC(=NN2)C(C(F)(F)F)(OC)F)F)CC2=CC=C(C=C2)OC(F)(F)F)=O)NC(OC(C)(C)C)=O)F